O=C1NC(CCC1N1C(C2=CC=CC(=C2C1)C#CCCNC(C1=NC(=C(C=C1)B1OC(C(O1)(C)C)(C)C)C)=O)=O)=O N-(4-(2-(2,6-dioxopiperidin-3-yl)-1-oxoisoindolin-4-yl)but-3-yn-1-yl)-6-methyl-5-(4,4,5,5-tetramethyl-1,3,2-dioxaborolan-2-yl)picolinamide